Cyclopropyl((1R,5S)-8-(3-(6-((R)-3-methylpiperazin-1-yl)pyridin-3-yl)-1H-pyrazolo[4,3-d]pyrimidin-5-yl)-3,8-diazabicyclo[3.2.1]octan-3-yl)methanone C1(CC1)C(=O)N1C[C@H]2CC[C@@H](C1)N2C=2N=CC1=C(N2)C(=NN1)C=1C=NC(=CC1)N1C[C@H](NCC1)C